3,5-Dibromo-4-hydroxybenzaldehyd BrC=1C=C(C=O)C=C(C1O)Br